4-(4-(1-methylazetidin-3-yl)-7-phenyl-6,7-dihydro-5H-pyrrolo[2,3-d]pyrimidin-2-yl)morpholine CN1CC(C1)C=1C2=C(N=C(N1)N1CCOCC1)N(CC2)C2=CC=CC=C2